8-bromo-2-{[(4-methoxyphenyl)methyl]sulfanyl}-7-(pyrimidin-2-yl)-3H-pyrazolo[1,5-a][1,3,5]triazin-4-one BrC=1C(=NN2C1N=C(NC2=O)SCC2=CC=C(C=C2)OC)C2=NC=CC=N2